methyl 6-(3-chloro-4-methylphenyl)-3-(methoxymethyl)-4-oxo-4,5-dihydropyrazolo[1,5-a]pyrazine-2-carboxylate ClC=1C=C(C=CC1C)C=1NC(C=2N(C1)N=C(C2COC)C(=O)OC)=O